FC(C=1C(=C(C=CC1)[C@@H](C)NC=1C2=C(N=C(N1)C)N=C(C(=C2)C2(CCN(CC2)C(COC)=O)O)OC)F)F (R)-1-(4-(4-((1-(3-(difluoromethyl)-2-fluorophenyl)ethyl)amino)-7-methoxy-2-methylpyrido[2,3-d]pyrimidin-6-yl)-4-hydroxypiperidin-1-yl)-2-methoxyethan-1-one